[Si](C)(C)(C(C)(C)C)OC(C(OC1=C(C(=NC=C1)C(C)C)N)([2H])[2H])([2H])[2H] (2-((tert-butyldimethylsilyl)oxy)ethoxy-1,1,2,2-d4)-2-isopropylpyridin-3-amine